CN1N=C(C(=C1)N1C(N(C=2C=NC=3C=C(C(=CC3C21)C2=CC1=C(N=C(N1)C)C=C2)OC)C)=O)C 1-(1,3-Dimethyl-1H-pyrazol-4-yl)-7-methoxy-3-methyl-8-(2-methyl-3H-benzoimidazol-5-yl)-1,3-dihydroimidazo[4,5-c]-quinolin-2-one